CC(C/C=C/COC(C)=O)C acetic acid (E)-5-methylhex-2-enyl ester